FC1=CC=C(C=C1)C=1C=C2C(=NC=NC2=C(C1)C1=CC=NC=C1)N[C@H](C)C=1C=NC(=NC1)C(F)(F)F (R)-6-(4-Fluorophenyl)-8-(pyridin-4-yl)-N-(1-(2-(trifluoromethyl)pyrimidin-5-yl)ethyl)quinazolin-4-amine